bisvinyl ketone C(=C)C(=O)C=C